(S)-4-bromo-3-tert-butoxycarbonylaminobutyric acid methyl ester COC(C[C@@H](CBr)NC(=O)OC(C)(C)C)=O